N-(6-Aminopyridin-2-yl)-4,6-dichloronicotinamide NC1=CC=CC(=N1)NC(C1=CN=C(C=C1Cl)Cl)=O